CC1CCN(CC1)C1=NOC(=N1)[C@H](C)NC(OC(C)(C)C)=O tert-butyl N-[(1S)-1-[3-(4-methyl-1-piperidyl)-1,2,4-oxadiazol-5-yl]ethyl]carbamate